ClC=1C(=NC(=NC1)C)C1=NC=CC=C1F 5-chloro-4-(3-fluoropyridin-2-yl)-2-methylpyrimidine